CC1=CC(=C(C=C1N=C=O)N=C=O)C(C2=CC=CC=C2)C3=C(C=C(C(=C3)C)N=C=O)N=C=O 4,4'-benzylidenebis(6-methyl-m-phenylene) tetraisocyanate